3-cyanopropyldimethylchlorosilane C(#N)CCC[Si](Cl)(C)C